7-bromo-3,4-dihydro-2h-pyrido[3,2-b][1,4]oxazine BrC1=CC=2OCCNC2N=C1